oxocan-5-yl (S)-6-diazo-2-((S)-2-methoxypropanamido)-5-oxohexanoate [N+](=[N-])=CC(CC[C@@H](C(=O)OC1CCCOCCC1)NC([C@H](C)OC)=O)=O